FC=1C=C(C=CC1)C=1CCN(CC1)CC1=C(C2=C(C=CC(=NO2)O)C=C1)O 8-((4-(3-fluorophenyl)-3,6-dihydropyridin-1(2H)-yl)methyl)-3,9-dihydroxybenzo[5,6]oxazepin